COC=1C=C(C=CC1OC)[C@@]12CCN([C@H]2C=C(CC1)OC(C1=CC(=CC=C1)N(C)C)=O)C [(3aS,7aS)-3a-(3,4-dimethoxyphenyl)-1-methyl-3,4,5,7a-tetrahydro-2H-indol-6-yl]3-(dimethylamino)benzoate